C1(CCC1)C1=CC(=NN1)NC1=NC(=NC=C1)N1C2CC(C1)(C2)CNC N-(5-Cyclobutyl-1H-pyrazol-3-yl)-2-[4-(methylaminomethyl)-2-azabicyclo[2.1.1]hexan-2-yl]pyrimidin-4-amine